3-((1,3-dimethyl-1H-pyrazolo[3,4-b]pyridin-4-yl)methoxy)-6-methylpicolinaldehyde CN1N=C(C=2C1=NC=CC2COC=2C(=NC(=CC2)C)C=O)C